C(C=C)(=O)OC(CCC)CC Ethyl-Butyl acrylat